(S,E)-3-((3-(3-(2-(4-(dimethylamino)-N-methylbut-2-enamido)propanamido)propoxy)phenyl)amino)-6-ethyl-5-(isopropyl-(methyl)amino)pyrazine-2-carboxamide CN(C/C=C/C(=O)N(C)[C@H](C(=O)NCCCOC=1C=C(C=CC1)NC=1C(=NC(=C(N1)N(C)C(C)C)CC)C(=O)N)C)C